(4-(1-(3-(Cyanomethyl)-1-(ethylsulfonyl)azetidin-3-yl)-1H-pyrazol-4-yl)-7H-pyrrolo[2,3-d]pyrimidin-7-yl)(S)-2-((tert-butoxycarbonyl)amino)-2-phenylacetic acid methyl ester COC([C@@](C1=CC=CC=C1)(NC(=O)OC(C)(C)C)N1C=CC2=C1N=CN=C2C=2C=NN(C2)C2(CN(C2)S(=O)(=O)CC)CC#N)=O